[N+](=O)([O-])[O-].[Mg+2].[N+](=O)([O-])[O-] Magnesium nitrat